(S)-2-((((9H-fluoren-9-yl)methoxy)carbonyl)amino)-6-(allyloxy)-6-oxohexanoic acid C1=CC=CC=2C3=CC=CC=C3C(C12)COC(=O)N[C@H](C(=O)O)CCCC(=O)OCC=C